C1(=CC=CC=C1)CC(C)NS N-(1-Phenylpropan-2-yl)thiohydroxylamine